[Na+].CN1C(C(C(C=C1)=O)NC(N[C@@H](CC(=O)[O-])C1=CC(=CC=C1)C=1SC=CN1)=O)=O (S)-3-(3-(1-methyl-4-oxo-2-oxo-1,2-dihydropyridin-3-yl)ureido)-3-(3-(thiazol-2-yl)phenyl)propanoic acid sodium salt